O=C(CCC(=O)Cl)CCC(=O)Cl 4-oxopimeloyl dichloride